hexen-2-yne CC#CC=CC